C(C)(C)(C)OC=1C(=CC(=C(C1)NC(CS(=O)CC(=O)O)=O)Cl)Cl 2-((2-((5-(tert-butoxy)-2,4-dichlorophenyl)amino)-2-oxoethyl)sulfinyl)acetic acid